di-(tert-butyl)(4-fluoroethoxyphenyl)phosphine C(C)(C)(C)P(C1=CC=C(C=C1)OCCF)C(C)(C)C